trans-4-(2,2-dimethyl-3-((3-(trifluoromethoxy)pyridin-2-yl)oxy)propanamido)-3-methylpiperidine-1-carboxylic acid tert-butyl ester C(C)(C)(C)OC(=O)N1C[C@H]([C@@H](CC1)NC(C(COC1=NC=CC=C1OC(F)(F)F)(C)C)=O)C